BrC1=C(C=C2C(CC(N(C2=C1)C(=O)O)C(C)(C)C)=O)OC 7-bromo-6-methoxy-4-oxo-tert-butyl-3,4-dihydroquinoline-1(2H)-carboxylic acid